[Cu]=O.[Mn].[Fe].[Ni].[Na] sodium nickel iron manganese copper oxide